NC1CCN(CC1)C1=CC=C(C=C1)C1=CC(=CC=C1C)C(=O)N[C@@H](C=1NC2=CC=CC=C2C1)C1=C(C=CC(=C1)F)O (R)-4'-(4-aminopiperidine-1-yl)-N-((5-fluoro-2-hydroxyphenyl)(1H-indole-2-yl)methyl)-6-methyl-[1,1'-biphenyl]-3-carboxamide